4-hydroxymethyl-tetraHydropyran OCC1CCOCC1